2-((2R,4S)-2-(1-cyclopropyl-1H-pyrazol-4-yl)tetrahydro-2H-pyran-4-yl)-4-(3-isopropylbicyclo[1.1.1]pentan-1-yl)-6,7-dimethylpteridine C1(CC1)N1N=CC(=C1)[C@@H]1OCC[C@@H](C1)C1=NC2=NC(=C(N=C2C(=N1)C12CC(C1)(C2)C(C)C)C)C